OC=1C(=NC=C(C1)C=1C=NN(C1)C1=CC=CC=C1)C(=O)NCC(C(=O)O)(C)C 3-(3-hydroxy-5-(1-phenyl-1H-pyrazol-4-yl)pyridinecarboxamido)-2,2-dimethylpropionic acid